ClC=1C=C(C=CC1C=1C=C(C=NC1)C1=CC(=NC=C1)C(C)(C)O)C(=O)N1CCC(CC1)O (3-chloro-4-(2'-(2-hydroxypropan-2-yl)-[3,4'-bipyridin]-5-yl)phenyl)(4-hydroxypiperidin-1-yl)methanone